FC=1C=C(C=C2C(C(N(C12)C=1C=NC=C(C1)OC(F)(F)F)=O)(C)C)C=C 7-fluoro-3,3-dimethyl-1-(5-(trifluoromethoxy)pyridin-3-yl)-5-vinylindol-2-one